FC1=CN(C2=CC=C(C=C12)CNC(=O)C1C[C@H]2CC[C@@H](C1)N2)C (1r,3s,5s)-N-[(3-fluoro-1-methylindole-5-yl)methyl]-8-azabicyclo[3.2.1]octane-3-carboxamide